lead-boron-selenium oxide [Se]=O.[B].[Pb]